2-chloro-6,7-dihydro-5H-pyrrolo[3,4-b]pyridin-5-one ClC1=CC=C2C(=N1)CNC2=O